COC(=O)C=1C=C(C2=C(C=CS2)C1)OC 7-methoxy-1-benzothiophene-5-carboxylic acid methyl ester